methyl (1S,3S)-3-((2-cyclopropyl-6-(5-((((3,3-difluoropropyl)(methyl)carbamoyl)oxy)methyl)-1-methyl-1H-1,2,3-triazol-4-yl)pyridin-3-yl)oxy)cyclohexane-1-carboxylate C1(CC1)C1=NC(=CC=C1O[C@@H]1C[C@H](CCC1)C(=O)OC)C=1N=NN(C1COC(N(C)CCC(F)F)=O)C